ClC1=C(C=CC=C1)[C@H]([C@@H](C)C=1N(C(C(=C(N1)C(=O)NC=1C=NOC1)O)=O)C)N1N=C(C=C1C)C 2-((1s,2r)-1-(2-chlorophenyl)-1-(3,5-dimethyl-1H-pyrazol-1-yl)propan-2-yl)-5-hydroxy-N-(isoxazol-4-yl)-1-methyl-6-oxo-1,6-dihydropyrimidine-4-carboxamide